BrC=1C=CC(=C(C1)NC(=S)NC)O 1-(5-bromo-2-hydroxyphenyl)-3-methylthiourea